FC(C(C(C(S(=O)(=O)[O-])(F)F)(F)F)(F)F)(F)F.OC1=CC=2C(C3=CC=CC=C3C2C=C1[S+](C1=CC=CC=C1)C1=CC=CC=C1)(OC)OC (2-hydroxy-9,9-dimethoxy-9H-fluoren-3-yl)diphenylsulfonium nonafluorobutanesulfonate